bis(2,2-dimethyl-2,3-dihydro-1H-inden-5-yl-4,6,7-d3)amine CC1(CC=2C(=C(C(=C(C2C1)[2H])NC1=C(C=2CC(CC2C(=C1[2H])[2H])(C)C)[2H])[2H])[2H])C